COCCNS(=O)(=O)C1=CC=C(C2=C1N=C(O2)N2CC1N(C(C2)C1)C(=O)OC(C)(C)C)C=1SC=CN1 tert-Butyl 3-(4-(N-(2-methoxyethyl)sulfamoyl)-7-(thiazol-2-yl)benzo[d]oxazol-2-yl)-3,6-diazabicyclo[3.1.1]heptane-6-carboxylate